1,3-dihydroisoindole-2-carboxylic acid C1N(CC2=CC=CC=C12)C(=O)O